FC1(CN(CC1(F)F)C(=O)C1(CCN(CC1)C(=O)OC(C)(C)C)C(=O)ON1C(C2=CC=CC=C2C1=O)=O)F O1-tert-Butyl O4-(1,3-dioxoisoindolin-2-yl) 4-(3,3,4,4-tetrafluoropyrrolidine-1-carbonyl)-piperidine-1,4-dicarboxylate